4-((allyloxy)methyl)-1-benzyl-1H-indole C(C=C)OCC1=C2C=CN(C2=CC=C1)CC1=CC=CC=C1